OC(COC=1C=C(C=2N(C1)N=CC2C#N)C=2C=NC(=CC2)N2CCN(C1(CC1)C2)CC=2C=NC(=CC2)OC)(C)C 6-(2-Hydroxy-2-methylpropyloxy)-4-(6-(4-((6-methoxypyridin-3-yl)methyl)-4,7-diazaspiro[2.5]oct-7-yl)pyridin-3-yl)pyrazolo[1,5-a]pyridine-3-carbonitrile